COC1=CC=C(C=C1)CN1C(N(CCC1=O)C1=CN=CC2=C(C=CC=C12)N1CCN(CC1)C(=O)OC(C)(C)C)=O tert-butyl 4-[4-[3-[(4-methoxyphenyl)methyl]-2,4-dioxo-hexahydropyrimidin-1-yl]-8-isoquinolyl]piperazine-1-carboxylate